(R)-2-(benzofuran-3-yl)-1-(6-azaspiro[2.5]octane-1-carboxamido)ethylboronic acid O1C=C(C2=C1C=CC=C2)C[C@H](NC(=O)C2CC21CCNCC1)B(O)O